C1(CC1)N1C(=NC(=C1)C(F)(F)F)C1=CC=C(CC2=CC=CC=3N2N=C(N3)C=3C(=NC=NC3OC)C3CC3)C=C1 5-(4-(1-cyclopropyl-4-(trifluoromethyl)-1H-imidazol-2-yl)benzyl)-2-(4-cyclopropyl-6-methoxypyrimidin-5-yl)-[1,2,4]triazolo[1,5-a]pyridine